4-(3-chlorophenoxy)piperidine-1-carboxylic acid tert-butyl ester C(C)(C)(C)OC(=O)N1CCC(CC1)OC1=CC(=CC=C1)Cl